The molecule is an organic sulfate that consists of dihydroresveratrol substituted by a sulfate group at position 3. It is a metabolite of dihydroresveratrol. C1=CC(=CC=C1CCC2=CC(=CC(=C2)OS(=O)(=O)O)O)O